NC1=C(N(N=C1NCCC1=NC(=CC=C1)CC)C)Cl amino-3-chloro-5-((2-(6-ethylpyridin-2-yl)ethyl)amino)-2-methylpyrazol